OCCCN(O)CCCO bis(hydroxypropyl)-hydroxylamine